3-(2-(benzyloxy)-4-fluorophenyl)-4-((dimethylamino)methyl)-4,5-dihydro-1H-pyrazole-1-carboximidamide bis-trifluoroacetic acid salt FC(C(=O)O)(F)F.FC(C(=O)O)(F)F.C(C1=CC=CC=C1)OC1=C(C=CC(=C1)F)C1=NN(CC1CN(C)C)C(N)=N